(4S,5S)-1-(3-(difluoromethyl)-4-fluorophenyl)-3-((difluoromethyl)sulfonyl)-5-fluoro-4,5,6,7-tetrahydro-1H-indol-4-ol FC(C=1C=C(C=CC1F)N1C=C(C=2[C@@H]([C@H](CCC12)F)O)S(=O)(=O)C(F)F)F